5-(3-(1-adamantyl)-3-pentyloxycarbonylmethyloxycarbonyl)-bicyclo[2.2.1]hept-2-ene C12(CC3CC(CC(C1)C3)C2)C(CC)(CC)OC(=O)COC(=O)C2C3C=CC(C2)C3